COC1=C(CN2CCN(CC2)C(=O)OC(C)(C)C)C=CC(=C1)C1=CN(C(C(=C1C)C)=O)C tert-butyl 4-(2-methoxy-4-(1,4,5-trimethyl-6-oxo-1,6-dihydropyridin-3-yl)benzyl)piperazine-1-carboxylate